N-ethyl-2-nitro-benzenesulfonamide C(C)NS(=O)(=O)C1=C(C=CC=C1)[N+](=O)[O-]